4-(7-methyl-2-((7-methyl-[1,2,4]triazolo[1,5-a]pyridin-6-yl)amino)-8-oxo-7,8-dihydro-9H-purin-9-yl)tetrahydro-2H-pyran-4-carbaldehyde CN1C(N(C2=NC(=NC=C12)NC=1C(=CC=2N(C1)N=CN2)C)C2(CCOCC2)C=O)=O